C1(CCCCC1)C1=CC=C(C=N1)NC(C(=O)NC1=CNC2=NC=C(C=C21)F)=O N1-(6-cyclohexyl-pyridin-3-yl)-N2-(5-fluoro-1H-pyrrolo[2,3-b]pyridin-3-yl)oxalamide